2-(1-hydroxy-4-((2-(5,6,7,8-tetrahydro-1,8-naphthyridin-2-yl)ethyl)carbamoyl)cyclohexyl)acetic acid OC1(CCC(CC1)C(NCCC1=NC=2NCCCC2C=C1)=O)CC(=O)O